C1(CC1)C1=NN2C(NCC23CCN(CC3)C(=O)OCC3=CC=CC=C3)=C1 benzyl 6'-cyclopropyl-1',2'-dihydrospiro[piperidine-4,3'-pyrazolo[1,5-a]imidazole]-1-carboxylate